2,3,4-tetramethylpentane CC(C)C(C)(C)C(C)C